NC=1C=CC(=NC1)N1CCC(CC1)C1CCN(CC1)C(=O)OC(C)(C)C tert-butyl 1'-(5-aminopyridin-2-yl)-[4,4'-bipiperidine]-1-carboxylate